(2-chloro-4-((2-(4-isopropylpiperidin-1-yl)pyrimidin-5-yl)amino)benzyl)carbamic acid tert-butyl ester C(C)(C)(C)OC(NCC1=C(C=C(C=C1)NC=1C=NC(=NC1)N1CCC(CC1)C(C)C)Cl)=O